[NH+]1=CC=CC=C1.FC(C(=O)[O-])(C(C(C(C(C(C(F)(F)F)(F)F)(F)F)(F)F)(F)F)(F)F)F perfluorooctanoic acid pyridinium salt